8,11-dioxadispiro[3.2.47.24]Tridecen-2-yl 4-nitrobenzoate [N+](=O)([O-])C1=CC=C(C(=O)OC2=CC3(C2)CCC2(OCCO2)CC3)C=C1